N1=C(C=CC=C1)CCCCN1CCC(CC1)NC(CC)=O N-{1-[4-(pyridin-2-yl)butyl]hexahydropyridin-4-yl}propionamide